1-(2-Aminoethyl)-5-methyl-N-(1-(naphthalen-1-yl)cyclopropyl)-1H-indole-6-carboxamide NCCN1C=CC2=CC(=C(C=C12)C(=O)NC1(CC1)C1=CC=CC2=CC=CC=C12)C